ClC1=C(C=C(C=2C([C@]3(C(=CC(C[C@H]3C)=O)OC)OC21)=O)OCCOC2OCCCC2)C=2OC(=NN2)C (2S,5'R)-7-chloro-3'-methoxy-5'-methyl-6-(5-methyl-1,3,4-oxadiazol-2-yl)-4-(2-tetrahydropyran-2-yloxyethoxy)spiro[benzofuran-2,4'-cyclohex-2-ene]-1',3-dione